C1(=C(C=CC=C1)C#CC1=NNC2=CC=C(C=C12)C(=O)N1C2CNC(C1)CC2)C2=CC=CC=C2 (3-([1,1'-biphenyl]-2-ylethynyl)-1H-indazol-5-yl)(2,5-diazabicyclo[2.2.2]octan-2-yl)methanone